(R)-2-(2-chlorophenyl)-3-hydroxypropanoic acid ClC1=C(C=CC=C1)[C@@H](C(=O)O)CO